CC1=C(C=CC=C1)C1=CC=C(C=C1)C1CN(C1)C(=O)N1C[C@@H]2[C@@H](OCC(N2)=O)CC1 (4aR,8aS)-6-(3-(2'-Methyl-[1,1'-biphenyl]-4-yl)azetidin-1-carbonyl)hexahydro-2H-pyrido[4,3-b][1,4]oxazin-3(4H)-on